COC(N(C[C@@H]1NCCC1)C1(CC1)C1=CC(=C(C=C1)F)C(F)(F)F)=O (R)-(1-(4-fluoro-3-(trifluoromethyl)phenyl)cyclopropyl)(pyrrolidin-2-ylmethyl)carbamic acid methyl ester